N-cyclohexyl-3-(5-(5-(2-cyclopentylethyl)-1,2,4-oxadiazol-3-yl)-1H-benzo[d]imidazol-1-yl)propanamide C1(CCCCC1)NC(CCN1C=NC2=C1C=CC(=C2)C2=NOC(=N2)CCC2CCCC2)=O